CC1OC(CN(C1)C1=CC(=C(C=C1)NC1C(N(C2=C(O1)C=CC=C2)CCNC)=O)C)C ((4-(2,6-dimethylmorpholino)-2-methylphenyl)amino)-4-(2-(methylamino)ethyl)-2H-benzo[b][1,4]oxazin-3(4H)-one